3-(4-((7-Fluoroquinazolin-4-yl)amino)butyl)-1-methylimidazoline-2,4-dione FC1=CC=C2C(=NC=NC2=C1)NCCCCN1C(N(CC1=O)C)=O